C[SiH](C)[Hf+](C1C=C(C2=CC=CC=C12)CC(C)C)C1C(=C(C(=C1C)C)C)C dimethylsilyl-tetramethylcyclopentadienyl-(3-isobutylindenyl)hafnium (IV)